C(C=CC1=CC=CC=C1)[Pd-2](Cl)=C1N(C=C2N1C(=CC=C2)N(CC)CC)C2=C(C=CC=C2C(C)C)C(C)C cinnamyl[5-(diethylamino)-2-(2,6-diisopropylphenyl)imidazo[1,5-a]pyridin-3-ylidene]chloropalladium(II)